C(C1=CC=CC=C1)C1=NCC=C(C1)CO[C@@H]([C@@H]1N=C([C@H](N=C1OCC)C(C)C)OCC)C=1SC=C(N1)Br benzyl-4-(((S)-(4-bromothiazol-2-yl)((2S,5R)-3,6-diethoxy-5-isopropyl-2,5-dihydropyrazin-2-yl)methoxy)methyl)-3,6-dihydropyridine